N=1C=CN2C(NC=3C=CC=CC3C21)=O imidazo[1,2-c]quinazolin-5(6H)-one